3'-O-[(N,N-diisopropylamino)-cyanoethylphosphinyl]-thymidine C(C)(C)N(C(C)C)P(=O)(O[C@H]1C[C@@H](O[C@@H]1CO)N1C(=O)NC(=O)C(C)=C1)CCC#N